methyl 4-methoxy-2-methyl-6-(methylthio)benzoate COC1=CC(=C(C(=O)OC)C(=C1)SC)C